silabenzyne [Si]1#CC=CC=C1